5-(2-chloro-5-(isobutyrylaminomethyl)benzoylamino)-1-(methoxymethyl)-N-(4-(trifluoromethoxy)phenyl)-1H-indole-2-carboxamide ClC1=C(C(=O)NC=2C=C3C=C(N(C3=CC2)COC)C(=O)NC2=CC=C(C=C2)OC(F)(F)F)C=C(C=C1)CNC(C(C)C)=O